(S)-tert-butyl 2-(2-(2-isopropylphenyl) pyrrolidin-1-yl)-7-azaspiro[3.5]nonane-7-carboxylate C(C)(C)C1=C(C=CC=C1)[C@H]1N(CCC1)C1CC2(C1)CCN(CC2)C(=O)OC(C)(C)C